Cl.N[C@H](C(=O)NC1=CC(=C2C=NN(C2=C1)C=1C=C(C=CC1)C)F)CO (S)-2-amino-N-(4-fluoro-1-(m-tolyl)-1H-indazol-6-yl)-3-hydroxypropionamide hydrochloride